(2R,3R,4R,5S,6S)-3,4,5-tri(p-methoxybenzyloxy)-2-((p-methoxybenzyloxy)methyl)-6-(4-chloro-3-(4-ethoxybenzyl)phenyl)cyclohexanone COC1=CC=C(CO[C@@H]2[C@H](C([C@H]([C@@H]([C@H]2OCC2=CC=C(C=C2)OC)OCC2=CC=C(C=C2)OC)C2=CC(=C(C=C2)Cl)CC2=CC=C(C=C2)OCC)=O)COCC2=CC=C(C=C2)OC)C=C1